3,4-difluoro-5-methylbenzene FC=1C=CC=C(C1F)C